C1(=C(C=CC=C1)C#CC(=O)OC1=NC(=CC=C1)N1CC(CC1)C(N)=O)C 6-(3-carbamoylpyrrolidin-1-yl)pyridin-2-yl 3-(o-tolyl)propiolate